C1CC2C(O2)CCC3C1O3 1,2,5,6-diepoxycyclooctane